ClC1=CC=C(C=C1)NC(N(C(C)C1=CNC(C2=CC=CC=C12)=O)C)=O 3-(4-chlorophenyl)-1-methyl-1-(1-(1-oxo-1,2-dihydroisoquinolin-4-yl)ethyl)urea